BrC=1C=CC(=C(C1)NCC(CCC=O)C)[N+](=O)[O-] 5-((5-bromo-2-nitrophenyl)amino)-4-methylpentanal